ClC1=C(N(C2=C1N=CN=C2NC2=C(C=C(C=C2)F)OC(C)C)C)C(=O)NCCCN(C)C 7-chloro-N-[3-(dimethylamino)propyl]-4-{[4-fluoro-2-(prop-2-yloxy)phenyl]amino}-5-methyl-5H-pyrrolo[3,2-d]pyrimidine-6-carboxamide